4-isobutyl-5-(trimethylsilyl)pyridine methyl-6-hydroxy-4,4-dimethyl-hexanoate COC(CCC(CCO)(C)C)=O.C(C(C)C)C1=CC=NC=C1[Si](C)(C)C